COC1=CC(=C2C=CC=C(C2=C1)C(=O)N[C@@H](COC)C)C1=CC=C(C=C1)C(F)(F)F (R)-7-Methoxy-N-(1-methoxypropan-2-yl)-5-(4-(trifluoromethyl)phenyl)-naphthamide